octadecanoxy-2,4-diaminoBenzene C(CCCCCCCCCCCCCCCCC)OC1=C(C=C(C=C1)N)N